C(C)(C)(C)OC(=O)N1CC(C1)C1CN(CCC1)C1(CCC1)CC(=O)O 2-(1-(3-(1-(tert-butoxycarbonyl)azetidin-3-yl)piperidin-1-yl)cyclobutyl)acetic acid